CC(C)N1N=CC(=C1)NS(=O)(=O)NC(=O)N [1-(propan-2-yl)-1H-pyrazol-4-yl]Sulfamoyl-urea